C1(=C(C=CC=C1)NC(NC1=C(C=CC=C1)C)=N)C di-ortho-tolyl-guanidine